CN(CC(CO)O)C N,N-dimethyl-3-amino-1,2-propanediol